2-(p-bromophenyl)-2H-pyrazole BrC1=CC=C(C=C1)N1N=CC=C1